C(C(C)C)C1=CC=C(C=C1)C=1OC(=CC1)C1=CC=CC=C1 2-(4-isobutylphenyl)-5-phenyl-furan